5-bromo-1-(3-(trifluoromethyl)benzyl)-1H-indazole-7-carboxylic acid methyl ester COC(=O)C=1C=C(C=C2C=NN(C12)CC1=CC(=CC=C1)C(F)(F)F)Br